CC1(N(C[C@H](C1)CCC(CC=C)NC1=NC(=CC=C1)S(N)(=O)=O)C(=O)OC(C)(C)C)C tert-butyl (4S)-2,2-dimethyl-4-[3-[(6-sulfamoyl-2-pyridyl)amino]hex-5-enyl]pyrrolidine-1-carboxylate